1-[(4-bromo-5-fluoro-2-pyridyl)methyl]-6-chloro-2-(2-cyclopentylethyl)-2,3,4,5-tetrahydro-1,4-benzodiazepine BrC1=CC(=NC=C1F)CN1C(CNCC2=C1C=CC=C2Cl)CCC2CCCC2